methyl (R)-2-(2-chloro-5-formylphenoxy)propanoate ClC1=C(O[C@@H](C(=O)OC)C)C=C(C=C1)C=O